3-chloro-1-(3-chloro-2-pyridinyl)-1H-pyrazole-5-carboxylic acid ClC1=NN(C(=C1)C(=O)O)C1=NC=CC=C1Cl